7-(((1-methylcyclobutyl)amino)methyl)-2,3-dihydrofuro[3,2-b]pyridine-5-carboxylic acid CC1(CCC1)NCC1=C2C(=NC(=C1)C(=O)O)CCO2